2-(((benzyloxy)carbonyl)amino)-2-(3-methylbicyclo[1.1.1]pentan-1-yl)acetic acid C(C1=CC=CC=C1)OC(=O)NC(C(=O)O)C12CC(C1)(C2)C